4-(2-formylphenoxy)methylbenzamide C(=O)C1=C(OCC2=CC=C(C(=O)N)C=C2)C=CC=C1